(4-aminopyrimidin-2-yl)-3-methoxypiperidin-4-ol NC1=NC(=NC=C1)N1CC(C(CC1)O)OC